3-benzyl-1-(trans-4-((5-cyano-4-(5-(methylsulfonyl)-pyridin-3-yl)pyrimidin-2-yl)amino)-cyclohexyl)-1-(5-(1-methyl-1H-pyrazol-4-yl)pyridin-2-yl)urea C(C1=CC=CC=C1)NC(N(C1=NC=C(C=C1)C=1C=NN(C1)C)[C@@H]1CC[C@H](CC1)NC1=NC=C(C(=N1)C=1C=NC=C(C1)S(=O)(=O)C)C#N)=O